[Li].NC(C(C)C)S(=O)(=O)O amino-2-methylpropanesulfonic acid lithium